C(C)(C)(C)C1=NC(=C(C=C1C=1CC=NCC1)OC)CN1N=C(C=2N=C(N=C(C21)O)N)C tert-butyl-6-((5-amino-7-hydroxy-3-methyl-1H-pyrazolo[4,3-d]pyrimidin-1-yl)methyl)-5-methoxy-3',6'-dihydro-[3,4'-bipyridine]